(E)-5-chloro-N-(2,4-dimethoxybenzyl)-2,4-difluoro-N-(1-methyl-2-(3-methylbut-1-en-1-yl)-1H-pyrrolo[3,2-c]pyridin-6-yl)benzenesulfonamide ClC=1C(=CC(=C(C1)S(=O)(=O)N(C1=CC2=C(C=N1)C=C(N2C)\C=C\C(C)C)CC2=C(C=C(C=C2)OC)OC)F)F